2-(acetamido)-2-deoxy-BETA-D-galactose 1,3,4,6-tetraacetate C(C)(=O)O[C@H]1[C@@H]([C@@H](OC(C)=O)[C@@H](OC(C)=O)[C@H](O1)COC(C)=O)NC(C)=O